[Co](O)O.[Ni].[Mn] manganese-nickel cobalt hydroxide